ClC1=CC=C(C[C@@H]2NC([C@H]3N(C2=O)CCCC3)=O)C=C1 (3S,9aS)-3-(4-chlorobenzyl)hexahydro-4H-pyrido[1,2-a]pyrazine-1,4(6H)-dione